1-phenyl-1,4-dihydro-5H-tetrazole-5-thione C1(=CC=CC=C1)N1N=NNC1=S